2-[4-chloro-6-[2-[4-[[4-(hydroxymethyl)-1-piperidinyl]methyl]phenyl]ethynyl]-1-oxo-isoindol-2-yl]-2-(6,7-dihydro-5H-pyrrolo[1,2-c]imidazol-1-yl)-N-thiazol-2-yl-acetamide ClC1=C2CN(C(C2=CC(=C1)C#CC1=CC=C(C=C1)CN1CCC(CC1)CO)=O)C(C(=O)NC=1SC=CN1)C1=C2N(C=N1)CCC2